4-((2-(4-(4-amino-3-(4-phenoxyphenyl)-1H-pyrazolo[3,4-d]pyrimidin-1-yl)piperidin-1-yl)-2-oxoethyl)thio)-2-(2,6-dioxopiperidin-3-yl)isoindoline-1,3-dione NC1=C2C(=NC=N1)N(N=C2C2=CC=C(C=C2)OC2=CC=CC=C2)C2CCN(CC2)C(CSC2=C1C(N(C(C1=CC=C2)=O)C2C(NC(CC2)=O)=O)=O)=O